tert-butyl 4-[5-isopropyl-3-[4-(trifluoromethoxy)phenoxy]pyrazol-1-yl]piperidine-1-carboxylate C(C)(C)C1=CC(=NN1C1CCN(CC1)C(=O)OC(C)(C)C)OC1=CC=C(C=C1)OC(F)(F)F